6-(3-Chloro-4-methoxyphenyl)-N-(1-methyl-6-oxo-1,6-dihydropyridazin-3-yl)pyrimidine-4-carboxamide ClC=1C=C(C=CC1OC)C1=CC(=NC=N1)C(=O)NC1=NN(C(C=C1)=O)C